O=C1NC(CCC1N1N=NC2=C(C1=O)C(=CC=C2)NCCCC(=O)O)=O 4-((3-(2,6-Dioxopiperidin-3-yl)-4-oxo-3,4-dihydrobenzo[d][1,2,3]triazin-5-yl)amino)butanoic acid